C(C)(C)C=1C=C(C=CC1)C1=CC(=CC=C1)S(=O)(=O)N1CC(CCC1)C=1C=C(OC(C(=O)OC)(C)C)C=CC1 methyl 2-(3-(1-((3'-isopropyl-[1,1'-biphenyl]-3-yl) sulfonyl) piperidin-3-yl) phenoxy)-2-methylpropionate